TRIFLUORO-PHOSPHATE P(=O)(F)(F)F